ClC1=C2CCC(C2=CC=C1)(O)CNC(=O)[C@]1([C@@H](CC[C@H](C1)C)C(C)C)O (1S,2S,5R)-N-[(4-chloro-1-hydroxy-indan-1-yl)methyl]-1-hydroxy-2-isopropyl-5-methyl-cyclohexanecarboxamide